alpha-L-iduronic acid O[C@H]1[C@H](O)[C@@H](O)[C@H](O)[C@@H](O1)C(=O)O